N-(3-biphenylyl)carbazole-3-boronic acid C1(=CC(=CC=C1)N1C2=CC=CC=C2C=2C=C(C=CC12)B(O)O)C1=CC=CC=C1